tert-butyl (6-phenylthiazolo[5,4-c]pyridin-2-yl)carbamate C1(=CC=CC=C1)C1=CC2=C(C=N1)SC(=N2)NC(OC(C)(C)C)=O